3-(5-(((1R,4R)-5-((4'-chloro-5,5-dimethyl-3,4,5,6-tetrahydro-[1,1'-biphenyl]-2-yl)methyl)-2,5-diazabicyclo[2.2.1]heptan-2-yl)methyl)-1-oxoisoindolin-2-yl)piperidine ClC1=CC=C(C=C1)C1=C(CCC(C1)(C)C)CN1[C@H]2CN([C@@H](C1)C2)CC=2C=C1CN(C(C1=CC2)=O)C2CNCCC2